BrC1=CC=C2/C(/C(NC2=C1)=O)=C(\C1=CC=CC=C1)/NC1=CC=C(C(=O)N(C)CCCN(C)C)C=C1 (Z)-4-(((6-Bromo-2-oxoindolin-3-ylidene)(phenyl)methyl)amino)-N-(3-(dimethyl-amino)propyl)-N-methyl-benzamide